4-(6-(2-aminopyridin-4-yl)-5-nitro-2H-indazol-2-yl)-2-methylbutan-2-ol NC1=NC=CC(=C1)C=1C(=CC2=CN(N=C2C1)CCC(C)(O)C)[N+](=O)[O-]